C(C)(C)(C)OC(=O)N1CC2(C1)CN(C2)C2=CC1=C(N=C(N=C1N[C@H](C)C1=C(C(=CC=C1)C(F)F)F)C)N=C2C(F)(F)F 6-[4-({(1R)-1-[3-(difluoromethyl)-2-fluorophenyl]ethyl}amino)-2-methyl-7-(trifluoromethyl)pyrido[2,3-d]pyrimidin-6-yl]-2,6-diazaspiro[3.3]heptane-2-carboxylic acid tert-butyl ester